3-CYCLOPROPOXYISONICOTINALDEHYDE C1(CC1)OC1=C(C=O)C=CN=C1